C1N(CC12CNC2)C=2SC1=C(N=NC(=C1)C1=C(C=C(C=C1)C=1C(=NNC1)F)O)N2 2-[6-(2,6-diazaspiro[3.3]hept-2-yl)[1,3]thiazolo[4,5-c]pyridazin-3-yl]-5-(3-fluoro-1H-pyrazol-4-yl)phenol